C(#N)C1=C(C=C(C=C1)OC(F)(F)F)NC=1C(=C(C#N)C=CC1)C ((2-cyano-5-(trifluoromethoxy)phenyl)amino)-2-methylbenzonitrile